ClOC=1C(C(=O)O)=CC=CC1 chlorosalicylic acid